sodium (E)-(5-(2-(thiophen-2-yl)vinyl)-1H-pyrazol-1-yl)methyl phosphate P(=O)(OCN1N=CC=C1\C=C\C=1SC=CC1)([O-])[O-].[Na+].[Na+]